5-((6,7-difluoro-4-(methylsulfonyl)-1-tosyl-1H-indol-5-yl)oxy)-2-fluorobenzonitrile FC1=C(C(=C2C=CN(C2=C1F)S(=O)(=O)C1=CC=C(C)C=C1)S(=O)(=O)C)OC=1C=CC(=C(C#N)C1)F